hexadecane-1,3-diol C(CC(CCCCCCCCCCCCC)O)O